tert-Butyl 4-(cyclopropanecarbonothioyl)piperazine-1-carboxylate C1(CC1)C(=S)N1CCN(CC1)C(=O)OC(C)(C)C